((1H-benzo[d]-imidazol-2-yl)amino)benzonitrile N1C(=NC2=C1C=CC=C2)NC2=C(C#N)C=CC=C2